tert-butyl (R)-5-morpholino-3-((((S)-5,6,7,8-tetrahydroquinolin-8-yl)(4-ureidobutyl)amino)methyl)-3,4-dihydroisoquinoline-2(1H)-carboxylate O1CCN(CC1)C1=C2C[C@@H](N(CC2=CC=C1)C(=O)OC(C)(C)C)CN(CCCCNC(=O)N)[C@H]1CCCC=2C=CC=NC12